BrC1=NC=CC(=C1)OC1=CC=2N(C3=CC=CC=C3C2C=C1)C1=NC=CC(=C1)C(C)(C)C 2-((2-bromopyridin-4-yl)oxy)-9-(4-(tert-butyl)pyridin-2-yl)-9H-carbazole